(R)-(2-(benzofuran-3-yl)-1-(2-(spiro[chroman-4,1'-cyclopropane]-6-yl)acetamido)ethyl)boronic acid O1C=C(C2=C1C=CC=C2)C[C@H](NC(CC=2C=C1C(=CC2)OCCC12CC2)=O)B(O)O